C(CCCC)NC(C=1C=C(C=CC1)NC(=O)C=1N(N=C(C1)C(F)(F)F)C1=CC(=CC=C1)C#N)C1=CC=CC=C1 2-(3-Cyano-phenyl)-5-trifluoromethyl-2H-pyrazole-3-carboxylic acid [3-(pentylamino-phenyl-methyl)-phenyl]amide